SCC1=C(N2C(CC2SC1)=O)C(=O)O 3-(mercaptomethyl)-8-oxo-5-thia-1-azabicyclo[4.2.0]Oct-2-ene-2-carboxylic acid